FC(C(=O)O)(F)F.NCCOC1=CC=C(C=C1)NC([C@H](CC(=O)O)NC(CNC(C1=CC(=CC=C1)NC(=N)N)=O)=O)=O (S)-N-[4-(2-Amino-ethoxy)-phenyl]-3-[2-(3-guanidino-benzoylamino)-acetylamino]-succinamic acid trifluoroacetate salt